C1(CC1)C=1N=C2N(N=CC=C2)C1C(=O)O 2-cyclopropylimidazo[1,2-b]pyridazine-3-carboxylic acid